[Y].C[SiH]1N([SiH](N([SiH](N([SiH](N1C=C)C)C=C)C)C=C)C)C=C tetramethyl-tetravinylcyclotetrasilazane yttrium